[I-].C(C)[P+](C=CC1=CC=CC=C1)(C=CC1=CC=CC=C1)C=CC1=CC=CC=C1 ethyl-tristyryl-phosphonium iodide